3-(t-butyl-4-hydroxy-5-methyl-phenyl)propionate C(C)(C)(C)C1=C(C=C(C(=C1)O)C)CCC(=O)[O-]